N-Fructosyl-phenylalanine OCC1([C@@H](O)[C@H](O)[C@H](O1)CO)N[C@@H](CC1=CC=CC=C1)C(=O)O